6-(2,6-dichloro-4-nitrophenoxy)-2-(4-fluorophenyl)-3,4-dihydroisoquinoline ClC1=C(OC=2C=C3CCN(CC3=CC2)C2=CC=C(C=C2)F)C(=CC(=C1)[N+](=O)[O-])Cl